N[C@@H]1CN(CC[C@H]1F)C1=NC2=C(N1CC1=CC=C(C#N)C=C1)C=CC=C2OC 4-((2-((3R,4R)-3-Amino-4-fluoropiperidin-1-yl)-4-methoxy-1H-benzo[d]imidazol-1-yl)methyl)benzonitril